3-((S)-1-(3,3-diphenylpropyl)-3-methylpyrrolidin-3-yl) 5-methyl (S)-2,6-dimethyl-4-(3-nitrophenyl)-1,4-dihydropyridine-3,5-dicarboxylate hydrochloride Cl.CC=1NC(=C([C@@H](C1C(=O)O[C@@]1(CN(CC1)CCC(C1=CC=CC=C1)C1=CC=CC=C1)C)C1=CC(=CC=C1)[N+](=O)[O-])C(=O)OC)C